ClC=1C=C(C=C(C1)NS(=O)(=O)C)NC(=O)C1=CN(C(=C1)C1=NC=C(C=C1COC=1C=NC=C(C1)F)F)C N-(3-chloro-5-(methylsulfonamido)phenyl)-5-(5-fluoro-3-(((5-fluoropyridin-3-yl)oxy)methyl)pyridin-2-yl)-1-methyl-1H-pyrrole-3-carboxamide